C(\C=C\CN1C(=NC=2C1=NC=C(C2)C(=O)N)NC(=O)C2=CC(=NN2CC)C)N2C(=NC=1C2=NC=C(C1)C(=O)N)NC(=O)C1=CC(=NN1CC)C (E)-3,3'-(but-2-ene-1,4-diyl)bis(2-(1-ethyl-3-methyl-1H-pyrazole-5-carboxamido)-3H-imidazo[4,5-b]pyridine-6-carboxamide)